C1(=CC=CC2=CC3=CC=CC=C3C=C12)C1=CC=C(C=C1)OC 4-anthracenylanisole